C(C)(C)(C)OC(=O)N1CCC12CNC2.ClC=2C=C(C=C(C2)S(=O)(=O)C)NC(=O)C2=CC(=NS2)C2=NC=CC=C2 N-(3-chloro-5-(methylsulfonyl)phenyl)-3-(pyridin-2-yl)isothiazole-5-carboxamide tert-butyl-1,6-diazaspiro[3.3]heptane-1-carboxylate